(3R,4r,5S)-1-benzyl-3,5-dimethylpiperidin-4-yl benzoate C(C1=CC=CC=C1)(=O)OC1[C@@H](CN(C[C@@H]1C)CC1=CC=CC=C1)C